(6-(4-chlorophenyl)-3-methoxy-3-methyl-1,2-dioxan-4-yl) methyl-2-amino-4-chloro-7-cyclopentyl-7H-pyrrolo[2,3-d]pyrimidine-6-carboxylate CC1=C(N(C=2N=C(N=C(C21)Cl)N)C2CCCC2)C(=O)OC2C(OOC(C2)C2=CC=C(C=C2)Cl)(C)OC